CC1(N(CCN(C1)C1=CC2=C(N(C(O2)=O)C)C=C1)C(=O)NCCCCC)C 2,2-dimethyl-4-(3-methyl-2-oxo-1,3-benzooxazol-6-yl)-N-pentyl-piperazine-1-carboxamide